C(C1=CC(=C(C(=C1)C(C)C)N)C(C)C)C1=CC(=C(C(=C1)C(C)C)N)C(C)C 4,4'-methylene-bis(2,6-diisopropylphenylamine)